C(C)(C)(C)OC(=O)N1CCN2C(C(N(CCN(CC1)C(=O)O)CC2)=O)=O 11,12-dioxo-1,4,7,10-tetraazabicyclo[8.2.2]tetradecane-4,7-dicarboxylic acid tert-butyl ester